FC(C=1C=C2C(=NC(=NC2=CC1)N1CCS(C2=C(C1)C=CC=C2)(=O)=O)OCC(F)(F)F)F 4-(6-(difluoromethyl)-4-(2,2,2-trifluoroethoxy)quinazolin-2-yl)-2,3,4,5-tetrahydrobenzo[1,4]Thiazepine-1,1-dioxide